O[C@@H]1[C@H](CC2(CC2)C1)NC(=O)C=1C=CC(=C(C1)C1=CC=2N(C=C1)C(=NC2)C(=O)N)C(F)(F)F 7-(5-{[(5S,6S)-6-hydroxyspiro[2.4]heptan-5-yl]carbamoyl}-2-(trifluoromethyl)phenyl)imidazo[1,5-a]pyridine-3-carboxamide